3-[3-Methyl-2-oxo-4-(4-piperazin-1-yl-1-piperidinyl)benzimidazol-1-yl]piperidine-2,6-dione CN1C(N(C2=C1C(=CC=C2)N2CCC(CC2)N2CCNCC2)C2C(NC(CC2)=O)=O)=O